N-{(1s,3s)-3-[{5-[3-(2,6-difluorophenyl)-5-methylpyridin-2-yl]-4,5-dihydro-1,2-oxazol-3-yl}(methyl)amino]cyclobutyl}methanesulfonamide FC1=C(C(=CC=C1)F)C=1C(=NC=C(C1)C)C1CC(=NO1)N(C1CC(C1)NS(=O)(=O)C)C